(S)-1-(2-(2-cyano-4,4-difluoropyrrolidin-1-yl)-2-oxoethyl)-3-(6-hydroxyquinolin-4-yl)-1-methylurea C(#N)[C@H]1N(CC(C1)(F)F)C(CN(C(=O)NC1=CC=NC2=CC=C(C=C12)O)C)=O